FC=1C=C(C=CC1OC1=CC=NC2=CC=C(N=C12)OC)NC(=O)C=1C(N(C=CC1)C1=CC=C(C=C1)F)=O N-[3-fluoro-4-[(6-methoxy-1,5-naphthyridin-4-yl)oxy]phenyl]-1-(4-fluorophenyl)-2-oxopyridine-3-carboxamide